NC1=CC=CC(=N1)S(=O)(=O)NC(=O)C=1C(=NC(=CC1)C=1C=NC(=C(C1)C)OC)N1CCC(CC1)C N-[(6-Amino-2-pyridyl)sulfonyl]-6-(6-methoxy-5-methyl-3-pyridyl)-2-(4-methyl-1-piperidyl)pyridin-3-carboxamid